dimethyl-zirconium (Ii) C[Zr]C